1,2,3-tris(2,3,4-trihydroxybenzoyl)benzene OC1=C(C(=O)C2=C(C(=CC=C2)C(C2=C(C(=C(C=C2)O)O)O)=O)C(C2=C(C(=C(C=C2)O)O)O)=O)C=CC(=C1O)O